2-trimethylsilylethyl 4-[2-[2-[[4-[[(7R)-8-cyclopentyl-7-ethyl-5-methyl-6-oxo-7H-pteridin-2-yl]amino]-3-methoxy-benzoyl]amino]ethoxy]ethoxy]piperidine-1-carboxylate C1(CCCC1)N1[C@@H](C(N(C=2C=NC(=NC12)NC1=C(C=C(C(=O)NCCOCCOC2CCN(CC2)C(=O)OCC[Si](C)(C)C)C=C1)OC)C)=O)CC